2-(((((2R,3S,4R,5S)-5-(4-aminopyrrolo[2,1-f][1,2,4]triazin-7-yl)-2-cyano-3,4-dihydroxytetrahydrofuran-2-yl)methoxy)(phenoxy)phosphoryl)amino)ethyl isobutyl carbonate C(OCCNP(=O)(OC1=CC=CC=C1)OC[C@]1(O[C@H]([C@@H]([C@@H]1O)O)C1=CC=C2C(=NC=NN21)N)C#N)(OCC(C)C)=O